(2-aminoethoxyvinyl)glycine NCCOC=CNCC(=O)O